3-(4-bromo-6-oxo-2,3,6,8-tetrahydro-7H-furano[2,3-e]isoindol-7-yl)piperidine-2,6-dione BrC1=C2C(=C3CN(C(C3=C1)=O)C1C(NC(CC1)=O)=O)OCC2